acryloyloxyisobutyltrimethoxysilane C(C=C)(=O)OCO[Si](OC)(OC)CC(C)C